CN1N=CC2=CC=C(C=C12)C1(CC(C1)=O)C(=O)O 1-(1-methyl-1H-indazol-6-yl)-3-oxocyclobutane-1-carboxylic acid